3,3,3-trifluoro-2,2-dichloropropionaldehyde FC(C(C=O)(Cl)Cl)(F)F